[(2R,3R,4R)-4,5-diacetoxy-2-[2-(dimethylamino)-2-oxo-ethyl]tetrahydrofuran-3-yl] acetate C(C)(=O)O[C@@H]1[C@H](OC([C@@H]1OC(C)=O)OC(C)=O)CC(=O)N(C)C